4-(2-(4-acrylamidophenyl)-4-amino-7-cyano-1-methyl-1H-pyrrolo[3,2-c]pyridin-3-yl)-N-ethyl-2-methoxybenzamide C(C=C)(=O)NC1=CC=C(C=C1)C1=C(C=2C(=NC=C(C2N1C)C#N)N)C1=CC(=C(C(=O)NCC)C=C1)OC